O=C1NC(CCC1N1C(C2=CC=C(C=C2C=N1)NCCOCCOCCOC=1C=C(C=CC1)NC(OC(C)(C)C)=O)=O)=O tert-butyl (3-(2-(2-(2-((2-(2,6-dioxopiperidin-3-yl)-1-oxo-1,2-dihydrophthalazin-6-yl)amino)ethoxy)ethoxy)ethoxy)phenyl)carbamate